zirconium niobium hafnium [Hf].[Nb].[Zr]